[4-(CYCLOBUTOXYMETHYL)PHENYL]BORANEDIOL C1(CCC1)OCC1=CC=C(C=C1)B(O)O